(R)-1-(4-fluoro-3-methylphenyl)-3-((1-methoxyisoquinolin-4-yl)methyl)urea FC1=C(C=C(C=C1)NC(=O)NCC1=CN=C(C2=CC=CC=C12)OC)C